nickel-yttrium-palladium [Pd].[Y].[Ni]